ClC[Si](OCCCC)(C)C chloromethyl-(dimethyl)butyloxysilane